5-(2-Fluorophenyl)-1,3,3,5,7-pentamethyloctahydrobenzo[c]isoxazol FC1=C(C=CC=C1)C1(CC2C(N(OC2(C)C)C)C(C1)C)C